C1(CC1)CS(=O)(=O)N1C=CC2=C(C=CC=C12)C1=C(C=C2NC(C=3N(C2=C1C)C(=CN3)C)(C)C)F 8-[1-(cyclopropylmethylsulfonyl)indol-4-yl]-7-fluoro-1,4,4,9-tetramethyl-5H-imidazo[1,2-a]quinoxaline